2-(Azacyclooctan-1-yl)-3-oxo-3-[(2-oxo-spiro[indoline-3,4'-tetrahydropyran]-6-yl)amino]-propionic acid ethyl ester C(C)OC(C(C(NC1=CC=C2C(=C1)NC(C21CCOCC1)=O)=O)N1CCCCCCC1)=O